[Cl-].[Cl-].C1(=CC=CC=C1)[Si](=[Zr+2](C1=C(C(=CC=2C3=CC(=C(C=C3CC12)C1=CC=CC=C1)C(C)(C)C)C(C)(C)C)C1=CC=CC=C1)C1C=CC=C1)C1=CC=CC=C1 diphenylsilylene(cyclopentadienyl)(2,7-diphenyl-3,6-di-t-butylfluorenyl)zirconium dichloride